N-(6-(4-((2-amino-2-oxoethyl)carbamoyl)phenyl)-2-(3-hydroxy-3-methylbutyl)-2H-indazol-5-yl)-2-(trifluoromethyl)thiazole-4-carboxamide NC(CNC(=O)C1=CC=C(C=C1)C=1C(=CC2=CN(N=C2C1)CCC(C)(C)O)NC(=O)C=1N=C(SC1)C(F)(F)F)=O